(3R,10S)-3-((1H-pyrazol-1-yl)methyl)-7-((2S,5R)-4-acryloyl-2,5-dimethylpiperazin-1-yl)-9-chloro-10-(naphthalen-1-yl)-2,3-dihydro-5H-[1,4]oxazino[2,3,4-ij]quinazolin-5-one N1(N=CC=C1)C[C@@H]1COC=2C(=C(C=C3C(=NC(N1C23)=O)N2[C@H](CN([C@@H](C2)C)C(C=C)=O)C)Cl)C2=CC=CC3=CC=CC=C23